ClC1=NC=C(C(=C1)N1C(C(C(C=C1C)([2H])OCC1=NC=C(C=C1F)F)Cl)=O)Cl 2',3,5'-trichloro-4-((3,5-difluoropyridin-2-yl)methoxy)-6-methyl-2H-[1,4'-bipyridyl]-2-one-4-d